1-(2-chlorophenyl)-3-(2-phenylbenzo[d]oxazol-6-yl)urea ClC1=C(C=CC=C1)NC(=O)NC1=CC2=C(N=C(O2)C2=CC=CC=C2)C=C1